N[C@H](CCCCCC(=O)O)[C@H](C)N (7R,8S)-7,8-Diaminononanoic acid